C1(CC1)C(N1C=C(C=2C1=NC=C(C2)C=2C(=NOC2C)C)C=2C=C(C(=O)O)C=CC2)C2CC2 3-(1-(dicyclopropylmethyl)-5-(3,5-dimethylisoxazol-4-yl)-1H-pyrrolo[2,3-b]pyridin-3-yl)benzoic acid